C(#C)C=1C=CC(=C(NC2=NC=NC3=CC=C(C=C23)[C@H]2CN(CC2)C(=O)OC(C)(C)C)C1)F tert-Butyl (3S)-3-[4-(5-ethynyl-2-fluoro-anilino) quinazolin-6-yl]pyrrolidine-1-carboxylate